4-chloro-3-(3,3-difluoroazetidin-1-yl)-1H-indazole ClC1=C2C(=NNC2=CC=C1)N1CC(C1)(F)F